C(C1=CC=CC=C1)(C1=CC=CC=C1)(C1=CC=CC=C1)N1C(OC2=C1C=CC=C2)=O 3-tritylbenzo[d]oxazol-2(3H)-one